4-((2s,5R)-1-acetyl-4-acryloyl-5-methylpiperazin-2-yl)-6-chloro-6'-fluoro-N-methyl-[2,4'-bipyridine]-2'-carboxamide C(C)(=O)N1[C@H](CN([C@@H](C1)C)C(C=C)=O)C1=CC(=NC(=C1)Cl)C1=CC(=NC(=C1)F)C(=O)NC